3-fluoro-9-methyl-5-(5-((1-methylcyclopropyl)ethynyl)-3,4-dihydroquinolin-1(2H)-yl)pyrido[3,2-e][1,2,4]triazolo[4,3-a]pyrimidine FC1=CC=2C(=NC=3N(C2N=C1)C(=NN3)C)N3CCCC1=C(C=CC=C31)C#CC3(CC3)C